(E)-N-[4-(3-ethynylphenyl)amino-3-cyano-7-ethoxy-6-quinolyl]-4-(dimethylamino)-2-butenamide C(#C)C=1C=C(C=CC1)NC1=C(C=NC2=CC(=C(C=C12)NC(\C=C\CN(C)C)=O)OCC)C#N